6-(4-chlorophenyl)-2-(2-fluoropyridin-4-yl)pyrimidine-4-Carboxylic acid ClC1=CC=C(C=C1)C1=CC(=NC(=N1)C1=CC(=NC=C1)F)C(=O)O